N-(4-(3-(2-fluorophenyl)-1-methyl-1H-pyrazol-4-yl)-7-methoxypyrido[3,2-d]pyrimidin-3-yl)-3-oxabicyclo[3.1.0]hexane-1-carboxamide FC1=C(C=CC=C1)C1=NN(C=C1C1=C2C(=NCN1NC(=O)C13COCC3C1)C=C(C=N2)OC)C